4-(3-chloro-1-((4,4-difluorocyclohexyl)methyl)-4-(trifluoromethyl)-1H-pyrazole-5-carboxamido)picolinamide ClC1=NN(C(=C1C(F)(F)F)C(=O)NC1=CC(=NC=C1)C(=O)N)CC1CCC(CC1)(F)F